5-[4-[(2-oxo-1,3-oxathiolan-5-yl)methoxy]butoxymethyl]-1,3-oxathiolan-2-one O=C1OC(CS1)COCCCCOCC1CSC(O1)=O